CN1N=CC(=C1)C=1C=C(C=CC1)C1=CC(=NC2=CC=C(C=C12)C(=O)N1CCOCC1)C=O 4-(3-(1-methyl-1H-pyrazol-4-yl)phenyl)-6-(morpholine-4-carbonyl)quinoline-2-carbaldehyde